C1=CC=CC=2C3=CC=CC=C3N(C12)C1=CC=C(C=C1)N(C1=CC=C(C=C1)N1C2=CC=CC=C2C=2C=CC=CC12)C1=CC=C(C=C1)N1C2=CC=CC=C2C=2C=CC=CC12 tris(4-(carbazol-9-yl)phenyl)amine